benzyl (5R)-3-(benzyloxy)-2-(hydroxymethyl)-5-methylpyrrolidine-1-carboxylate C(C1=CC=CC=C1)OC1C(N([C@@H](C1)C)C(=O)OCC1=CC=CC=C1)CO